((6-(2-(dimethylamino)ethyl)benzo[d]thiazol-2-yl)methyl)carbamic acid tert-butyl ester C(C)(C)(C)OC(NCC=1SC2=C(N1)C=CC(=C2)CCN(C)C)=O